6-bromo-8-methoxy-2-methylimidazo[1,2-a]pyridine BrC=1C=C(C=2N(C1)C=C(N2)C)OC